ClC1=C(C=CC=C1Cl)N1CCN(CC1)C(CCCN1C(N=C2C(=C1)COC=1C=CC(=CC12)C)=O)=O 3-(4-(4-(2,3-dichlorophenyl)piperazin-1-yl)-4-oxobutyl)-9-methyl-3,5-dihydro-2H-chromeno[4,3-d]pyrimidin-2-one